CC1=NOC(=N1)C1=NC=CC(=N1)OC1=CC=C(C=C1)C(C)(C)C1=CC=C(OC2CC(C2)NC(OC(C)(C)C)=O)C=C1 tert-butyl ((1r,3r)-3-(4-(2-(4-((2-(3-methyl-1,2,4-oxadiazole-5-yl)pyrimidin-4-yl)oxy)phenyl)propan-2-yl)phenoxy)cyclobutyl)carbamate